2,5-Dimercaptothiadiazole C1(=S)NNC(=S)S1